9-phenyl-9H-fluoren C1(=CC=CC=C1)C1C2=CC=CC=C2C=2C=CC=CC12